C(C)(C)(C)OC(=O)N1C=CC2=C(C(=CC(=C12)C)C=COCC)CN1[C@@H](CC2(CCCC2=O)CC1)C1=CC=C(C=C1)C(=O)OC 5-(2-ethoxyvinyl)-4-(((7S)-7-(4-(methoxycarbonyl)phenyl)-1-oxo-8-azaspiro[4.5]decane-8-yl)methyl)-7-methyl-1H-indole-1-carboxylic acid tert-butyl ester